C(=O)O.BrC1=CC=C(C=C1)N1CC2(C1)CN(C2)C[C@H](CCC=2C=C1CN(C(C1=CC2)=O)C2C(NC(CC2)=O)=O)O 3-[5-[(3S)-4-[2-(4-bromophenyl)-2,6-diazaspiro[3.3]heptan-6-yl]-3-hydroxy-butyl]-1-oxo-isoindolin-2-yl]piperidine-2,6-dione formic acid salt